C(C)(=O)C1=C(C(=CC=2N1C=NC2)C(=O)OCC)C ethyl 5-acetyl-6-methylimidazo[1,5-a]pyridine-7-carboxylate